COS(=O)(=O)O.COC1=CC=CC=2N(C3=CC=CC=C3NC12)C 1-methoxy-5-methylphenazine methyl-sulfate salt